FC1=CC=C(C=C1)C1=NC(=NC=C1)N1CCC(CC1)(C(=O)NC1(CCN2CCC1CC2)C)OC 1-(4-(4-fluorophenyl)pyrimidin-2-yl)-4-methoxy-N-(4-methyl-1-azabicyclo[3.2.2]non-4-yl)piperidine-4-carboxamide